CC(O)C1CCC2(CNC3=NC=C(C(=C32)Cl)Br)CC1 methyl-((1s,4s)-5'-bromo-4'-chloro-1',2'-dihydrospiro[cyclohexane-1,3'-pyrrolo[2,3-b]pyridine]-4-yl)methanol